N-Benzyl-2-oxabicyclo[2.1.1]hexane-1-carboxamide C(C1=CC=CC=C1)NC(=O)C12OCC(C1)C2